C(C)(C)(C)OC(=O)N[C@]1(CN(CC1)C1=CC=C(C(=C1CN1C2=NC=NC(=C2N=C1)NC(OC(C)(C)C)=O)/C=N/O)F)C(NC1CC1)=O tert-butyl (R,E)-(9-(6-(3-((tert-butoxycarbonyl)amino)-3-(cyclopropylcarbamoyl)pyrrolidin-1-yl)-3-fluoro-2-((hydroxyimino)methyl)benzyl)-9H-purin-6-yl)carbamate